C(C)(=O)C=1C=C(C=C2C(N(C(=NC12)Cl)C)=O)C 8-acetyl-2-chloro-3,6-dimethylquinazolin-4(3H)-one